CCCCCCCCCCCCCCCCCC(=O)OC[C@H](COP(=O)(O)OCCN)OC(=O)CCC/C=C\\C/C=C\\C/C=C\\C/C=C\\CCCCC The molecule is a 1,2-diacyl-sn-glycero-3-phosphoethanolamine in which the acyl substituents at positions 1 and 2 are specified as stearoyl and arachidonoyl respectively. It has a role as a human metabolite and a mouse metabolite. It derives from an octadecanoic acid and an arachidonic acid. It is a tautomer of a 1-stearoyl-2-arachidonoyl-sn-glycero-3-phosphoethanolamine zwitterion.